1,3-Bis(2,6-di-isopropyl-phenyl)imidazol-2-ylidenegold(I) chloride C(C)(C)C1=C(C(=CC=C1)C(C)C)N1C(N(C=C1)C1=C(C=CC=C1C(C)C)C(C)C)=[Au-2]Cl